6-(2,5-dioxo-2,5-dihydro-1H-pyrrol-1-yl)-N-[(1S)-1-{[(1S)-1-{[4-(hydroxymethyl)-2-methoxyphenyl]carbamoyl}ethyl]carbamoyl}-2-methylpropyl]hexanamide O=C1N(C(C=C1)=O)CCCCCC(=O)N[C@@H](C(C)C)C(N[C@@H](C)C(NC1=C(C=C(C=C1)CO)OC)=O)=O